C12CNCC(CC1)N2C=2SC=1CN(CCC1N2)S(=O)(=O)CC2CCCC2 2-(3,8-diazabicyclo[3.2.1]octan-8-yl)-5-((cyclopentylmethyl)sulfonyl)-4,5,6,7-tetrahydrothiazolo[5,4-c]pyridine